3-(4-(4-methylpiperazin-1-yl)phenyl)-5-phenyl-1H-pyrazolo[4,3-c]pyridazin-6(5H)-one CN1CCN(CC1)C1=CC=C(C=C1)C1=NNC=2C1=NN(C(C2)=O)C2=CC=CC=C2